CC(C)C(CC=C(C)C)=O 2,6-dimethyl-5-hepten-3-one